ClC=1C=C2C(=CC(=NC2=CC1)C(F)(F)F)NCC1(COCC1)C1=CC=CC=C1 6-Chloro-N-((3-phenyltetrahydrofuran-3-yl)methyl)-2-(trifluoromethyl)quinolin-4-amine